4,4''-bis(triphenylsilyl)-p-terphenyl C1(=CC=CC=C1)[Si](C1=CC=C(C=C1)C1=CC=C(C=C1)C1=CC=C(C=C1)[Si](C1=CC=CC=C1)(C1=CC=CC=C1)C1=CC=CC=C1)(C1=CC=CC=C1)C1=CC=CC=C1